[Cl-].[Cl-].[Cl-].[Zn+2].C(CCC)N1CN(C=C1)C=C 1-butyl-3-vinylimidazole zinc trichloride salt